ClC1=NC(=NC(=N1)C1=C(C=C(C=C1)C)C)C1=C(C=C(C=C1)C)C 2-chloro-4,6-di(2,4-dimethylphenyl)-1,3,5-triazine